O[C@@H]1CC[C@H](CC1)C(=O)N(C[C@@H]1CC[C@H](CC1)C1=NC(=C(C=C1)OC)C)C1=CC(=CC=C1)C=1N=C(OC1)C(C)C trans-4-Hydroxy-N-(3-(2-isopropyloxazol-4-yl)phenyl)-N-((trans-4-(5-methoxy-6-methylpyridin-2-yl)cyclohexyl)methyl)cyclohexanecarboxamide